CC1CN(CC(O1)C)CC1CCN(CC1)C1=C(N)C=CC=C1F 2-(4-((2,6-dimethylmorpholinyl)methyl)piperidin-1-yl)-3-fluoroaniline